COC1=C(C=CC(=C1)C1CCN(CC1)C)NC1=NC=C2C(=N1)N(C(N(C2)C2C(OC(C2C)C)C)=O)C2=NC=C(C=C2)OC 7-((2-methoxy-4-(1-methylpiperidin-4-yl)phenyl)amino)-1-(5-methoxypyridin-2-yl)-3-(2,4,5-trimethyltetrahydrofuran-3-yl)-3,4-dihydropyrimido[4,5-d]pyrimidin-2(1H)-one